N[C@H](C(=O)NCC(=O)N[C@@H](CC(=O)O)C1=CC=C(C=C1)C1=CC=C(C2=CC=CC=C12)OCCOCCOCCOCCOCCN=[N+]=[N-])CCCNC1=NC=CC(=C1)C (S)-3-(2-((S)-2-amino-5-((4-methylpyridin-2-yl)amino)pentanamido)acetamido)-3-(4-(4-((14-azido-3,6,9,12-tetraoxatetradecyl)oxy)naphthalen-1-yl)phenyl)propanoic acid